2-[4-[[(3R)-1-methyl-3-piperidyl]amino]imidazo[1,5-d][1,2,4]triazin-1-yl]-5-(trifluoromethyl)phenol CN1C[C@@H](CCC1)NC1=NN=C(C=2N1C=NC2)C2=C(C=C(C=C2)C(F)(F)F)O